N1,N5-diamylnaphthalene-1,5-diamine C(CCCC)NC1=CC=CC=2C(=CC=CC12)NCCCCC